ethyl 5-(2-((7-(5-methyl-1,2,4-oxadiazol-3-yl) isoquinolin-1-yl) amino) ethyl)-4-oxo-4,5,6,7-tetrahydrothieno[3,2-c]pyridine-2-carboxylate CC1=NC(=NO1)C1=CC=C2C=CN=C(C2=C1)NCCN1C(C2=C(CC1)SC(=C2)C(=O)OCC)=O